tripropylammonium tetrakis(dimethylphenyl)borate CC=1C(=C(C=CC1)[B-](C1=C(C(=CC=C1)C)C)(C1=C(C(=CC=C1)C)C)C1=C(C(=CC=C1)C)C)C.C(CC)[NH+](CCC)CCC